FC(CNC(=O)C=1C=NN2C1C=C(C=C2)C2=CNC=1N=C(N=CC12)NCC(C)(C)F)(C)C N-(2-fluoro-2-methylpropyl)-5-(2-((2-fluoro-2-methylpropyl)amino)-7H-pyrrolo[2,3-d]pyrimidin-5-yl)pyrazolo[1,5-a]pyridine-3-carboxamide